HEXYL ISOBUTYRATE (hexyl isobutanoate) C(CCCCC)C(C(=O)O)(C)C.C(C(C)C)(=O)OCCCCCC